CC=1C(N(C(C1)=O)C1=C(C=C(C2=CC=CC=C12)[N+](=O)[O-])C)=O 3-methyl-1-(2-methyl-4-nitronaphthalen-1-yl)-1H-pyrrole-2,5-dione